C(C)(C)(C)OC(N(C=1C=C(C=C(C1)C)C1=CC=C(C=C1)C(F)(F)F)CC1=NC=C(C(=C1C)OC)C)=O ((4-methoxy-3,5-dimethylpyridin-2-yl)methyl)(5-methyl-4'-(trifluoromethyl)-[1,1'-biphenyl]-3-yl)carbamic acid tert-butyl ester